2-chloro-3-(2-fluoro-5-methoxyphenoxy)-6-nitroaniline ClC1=C(N)C(=CC=C1OC1=C(C=CC(=C1)OC)F)[N+](=O)[O-]